1-methyl-3-difluoromethyl-1H-pyrazole-4-carboxamide CN1N=C(C(=C1)C(=O)N)C(F)F